zinc di-toluenesulfinate C(C1=CC=CC=C1)S(=O)[O-].C(C1=CC=CC=C1)S(=O)[O-].[Zn+2]